N1=C(C=C(C=C1)C1=CC(=C(C=C1F)[C@H](C)NC1=NC=CC2=C1CN(C2=O)CC)F)C=2C=NC=CC2 (S)-4-((1-(4-([2,3'-bipyridinyl]-4-yl)-2,5-difluorophenyl)ethyl)amino)-2-ethyl-2,3-dihydro-1H-pyrrolo[3,4-c]pyridin-1-one